2-(cyclopropyl(4-methoxypyridin-2-yl)methyl)-5-(1,3-dimethyl-1H-pyrazol-4-yl)-3,4-dihydroisoquinolin-1(2H)-one C1(CC1)C(N1C(C2=CC=CC(=C2CC1)C=1C(=NN(C1)C)C)=O)C1=NC=CC(=C1)OC